[N+](=[N-])=C1C2C3=C(C(N2)=CC=2C4=C(C(=CC5=C6C(=C(C=C7C8=C(C1=N7)C=CC=C8)N5)C=CC=C6)N2)C=CC=C4)C=CC=C3 diazotetrabenzoporphyrin